C(C)(C)(C)C1=C(OP2OCC3(CO2)COP(OC3)OC3=C(C=C(C=C3)C(C)(C)C)C(C)(C)C)C=CC(=C1)C(C)(C)C 3,9-bis(2,4-di-tert-butylphenoxy)-2,4,8,10-tetraoxa3,9-diphosphaspiro[5.5]undecane